CC1=CC=CC=2OC3=CC(=CC=C3C(C12)NC(=O)C=1C(NC(=CC1CCC)C(F)(F)F)=O)C N-(1,6-dimethyl-9H-xanthen-9-yl)-2-oxo-4-propyl-6-(trifluoromethyl)-1,2-dihydropyridine-3-carboxamide